3-iodo-6-methoxy-2,4-dimethylbenzaldehyde IC=1C(=C(C=O)C(=CC1C)OC)C